5-(2-(4-methyl-1H-pyrazol-1-yl)phenyl)pyridine 1-oxide CC=1C=NN(C1)C1=C(C=CC=C1)C=1C=CC=[N+](C1)[O-]